CC1=CN=C(O1)[C@@H](CC)N (R)-1-(5-methyloxazol-2-yl)propan-1-amine